5-oxopyrrolidine-1,2,4-tricarboxylate O=C1C(CC(N1C(=O)[O-])C(=O)[O-])C(=O)[O-]